2-Methyl-5-(5-phenyl-4H-1,2,4-triazol-3-yl)-N-(pyrimidin-5-ylmethyl)benzenesulfonamide CC1=C(C=C(C=C1)C1=NN=C(N1)C1=CC=CC=C1)S(=O)(=O)NCC=1C=NC=NC1